4-vinyl-1-(3-sulfobutyl)pyridine C(=C)C1=CCN(C=C1)CCC(C)S(=O)(=O)O